(2R,4S)-1-[(2R)-2-(4-cyclopropyl-triazol-1-yl)-3,3-dimethyl-butyryl]-4-hydroxy-N-(4-methoxy-1,1-dioxo-thia-pent-3-yl)pyrrolidine-2-carboxamide C1(CC1)C=1N=NN(C1)[C@@H](C(=O)N1[C@H](C[C@@H](C1)O)C(=O)NC(CS(=O)=O)C(C)OC)C(C)(C)C